(6-methylpyridazin-3-yl)-3-(2-trimethylsilylethoxymethyl)imidazo[4,5-c]pyridin-6-amine CC1=CC=C(N=N1)C1=NC2=C(C=NC(=C2)N)N1COCC[Si](C)(C)C